COC=1C=C2C(=NC=NC2=CC1OC)OC=1C=C(C(=O)OC)C=C(C1)OC methyl 3-((6,7-dimethoxyquinazolin-4-yl) oxy)-5-methoxybenzoate